tert-butyl (2S)-2-(cyanomethyl)-4-[7-(3-methyl-4-pyridyl)-2-[[(2S)-1-methylpyrrolidin-2-yl]methoxy]-6,8-dihydro-5H-pyrido[3,4-d]pyrimidin-4-yl]piperazine-1-carboxylate C(#N)C[C@@H]1N(CCN(C1)C=1C2=C(N=C(N1)OC[C@H]1N(CCC1)C)CN(CC2)C2=C(C=NC=C2)C)C(=O)OC(C)(C)C